3-methoxy-1-(2-methylbenzo[d]thiazol-6-yl)propan-1-ol COCCC(O)C1=CC2=C(N=C(S2)C)C=C1